CC=1C(=NNC1NC(CCC1=CC(=C(C(=C1)Cl)Cl)Cl)=O)C1=CC=NC=C1 N-(4-Methyl-3-(pyridin-4-yl)-1H-pyrazol-5-yl)-3-(3,4,5-trichlorophenyl)propanamide